1-benzyl-4-(2,2-diethoxyethoxy)piperidine C(C1=CC=CC=C1)N1CCC(CC1)OCC(OCC)OCC